4-Benzoyl-2,2,6,6-tetra-methylpiperidin C(C1=CC=CC=C1)(=O)C1CC(NC(C1)(C)C)(C)C